Methyl 4-formylbenzoate C(=O)C1=CC=C(C(=O)OC)C=C1